N1N=NC(=C1)C=O 4-triazole-formaldehyde